3-(1-oxo-5-(7-(piperidin-4-yloxy)-2-azaspiro[3.5]nonan-2-yl)isoindolin-2-yl)piperidine-2,6-dione O=C1N(CC2=CC(=CC=C12)N1CC2(C1)CCC(CC2)OC2CCNCC2)C2C(NC(CC2)=O)=O